tert-butyl 7-ethynyl-1,4-oxazepane-4-carboxylate C(#C)C1CCN(CCO1)C(=O)OC(C)(C)C